N-({1-[4-(4-fluorophenoxy)benzyl]-4-hydroxy-2-oxo-1,2,5,6-tetrahydro-3-pyridinyl}carbonyl)glycine FC1=CC=C(OC2=CC=C(CN3C(C(=C(CC3)O)C(=O)NCC(=O)O)=O)C=C2)C=C1